F[P-](F)(F)(F)(F)F.[N-](C#N)C#N dicyanamide hexafluorophosphate